6-[8-(4-Aminopiperidin-1-yl)-7-(3,5-difluorophenyl)-1,5-naphthyridin-2-yl]-4-fluoro-2,3-dihydro-1H-1,3-benzodiazol-2-one NC1CCN(CC1)C=1C(=CN=C2C=CC(=NC12)C=1C=C(C2=C(NC(N2)=O)C1)F)C1=CC(=CC(=C1)F)F